C(C)(C)(C)OC(NC(C(F)(F)F)CO)=O (2,2,2-Trifluoro-1-hydroxymethyl-ethyl)-carbamic acid tert-butyl ester